C(C)(C)(C)C1=CC=C(C=C1)S(=O)(=O)C(F)F 1-(tert-butyl)-4-((difluoromethyl)sulfonyl)benzene